NC1=NC=2C=C(C(=CC2C2=C1COC2)C(=O)N(CC=2N=NC(=CC2)C(F)(F)F)C2CCC2)Cl 4-amino-7-chloro-N-cyclobutyl-N-((6-(trifluoromethyl)-3-pyridazinyl)methyl)-1,3-dihydrofuro[3,4-c]quinoline-8-carboxamide